(6R)-6-{[2-(1,3-dimethyl-1H-pyrazol-4-yl)-7-(trifluoromethyl)[1,2,4]triazolo[1,5-c]quinazolin-5-yl]amino}-1,4-diazepan-5-one CN1N=C(C(=C1)C1=NN2C(=NC=3C(=CC=CC3C2=N1)C(F)(F)F)N[C@H]1C(NCCNC1)=O)C